Cl[Sn](Cl)(Cl)Cl tetrachlorotin